C(CCCCCCCCCCCCCCCCCCCCCCCCCCC)C(C(=O)O)CC\C=C/C\C=C/C\C=C/C\C=C/CCCCC montanyl-arachidonic acid